ClCC(=O)NC=1SC2=C(N1)C=CC=C2 2-chloro-N-(benzothiazol-2-yl)acetamide